OC=1C=C(C=CC1OC)/C=C/C(=O)C1=CC=C(C=C1)B(O)O [4-[(E)-3-(3-Hydroxy-4-methoxyphenyl)prop-2-enoyl]phenyl]boronic acid